ClC1=C(C=CC=C1)C(C(CCCC)O)O 1-(2-chlorophenyl)-1,2-hexanediol